1'-(4-Bromophenyl)-3',4'-dihydro-1'H-spiro[cyclobutane-1,2'-naphthalen]-6'-ol BrC1=CC=C(C=C1)C1C2(CCC3=CC(=CC=C13)O)CCC2